C(C)(C)(C)C=1C=C2C=CC=NC2=C(C1)NC1C(CCCC1)NC=1C=C(C=C2C=CC=NC12)C(C)(C)C N1,N2-bis(6-(tert-butyl)quinolin-8-yl)cyclohexane-1,2-diamine